6,7-dichloro-3-(4-pyridylmethyl)-4,9-dihydro-1H-pyrrolo[3,2-h][2,1,3]benzothiadiazine 2,2-dioxide ClC=1C2=C(C3=C(CN(S(N3)(=O)=O)CC3=CC=NC=C3)C1)NC=C2Cl